C(C)(C)(C)OC(=O)N[C@H]1CNCC[C@@H]2N(C1=O)[C@@H](CC2)C(=O)OC Methyl (5S,8S,10aR)-5-((tert-butoxycarbonyl)amino)-6-oxodecahydropyrrolo[1,2-a][1,5]diazocine-8-carboxylate